N[C@]1(C2=CN(N=C2CCC1)COCC[Si](C)(C)C)CC(=O)OC (S)-Methyl 2-(4-amino-2-((2-(trimethylsilyl)ethoxy)methyl)-4,5,6,7-tetrahydro-2H-indazol-4-yl)acetate